4-[2-(2-aminoethoxy)-5-ethylsulfonylphenyl]-2-methyl-6-(1-methylpyrazol-4-yl)isoquinolin-1-one NCCOC1=C(C=C(C=C1)S(=O)(=O)CC)C1=CN(C(C2=CC=C(C=C12)C=1C=NN(C1)C)=O)C